FC=1C=C(C=C(C1)F)C=1C=C2C(=NC1)NC(N2CC(=O)NCCOC)=O 2-[6-(3,5-difluorophenyl)-2-oxo-3H-imidazo[4,5-b]pyridin-1-yl]-N-(2-methoxyethyl)acetamide